FC1=C(CN2C(CCC3=CC=CC=C23)=O)C=C(C=C1)C 1-(2-fluoro-5-methylbenzyl)-2-oxo-1,2,3,4-tetrahydroquinolin